CN(CC(=O)N1CCC(CC1)C=1C=C2C(=C(NC2=CC1)C1=CC=2C(N=C1)=NN(C2)C)C(C)C)C 2-(dimethylamino)-1-(4-(3-isopropyl-2-(2-methyl-2H-pyrazolo[3,4-b]pyridin-5-yl)-1H-indol-5-yl)piperidin-1-yl)ethan-1-one